tri(4-morpholinyl)phosphine oxide N1(CCOCC1)P(N1CCOCC1)(N1CCOCC1)=O